NC1=NC=C(C2=C1C=NN2COCC[Si](C)(C)C)NC(=O)C(=O)N(C(C)C2=NC=CC=C2)CC2=CC=CC=C2 N-[4-amino-1-(2-trimethylsilylethoxymethyl)pyrazolo[4,3-c]pyridin-7-yl]-N'-benzyl-N'-[1-(2-pyridyl)ethyl]oxamide